FC1=C(C(=C(C(=C1[B-](C1=C(C(=C(C(=C1F)F)F)F)F)(C1=C(C(=C(C(=C1F)F)F)F)F)C1=C(C(=C(C(=C1F)F)F)F)F)F)F)F)F.CC1=CC=C(C=C1)[I+]C1=CC=C(C=C1)C bis(4-methylphenyl)iodonium tetrakis(pentafluorophenyl)borate